4-(2-amino-5-ethylpyrimidin-4-yl)-7-((5-(4-methylpiperazin-1-yl)pyridin-2-yl)amino)isoindolin-1-one NC1=NC=C(C(=N1)C1=C2CNC(C2=C(C=C1)NC1=NC=C(C=C1)N1CCN(CC1)C)=O)CC